FC=1C=NN(C1)C1=CC=C(C=N1)[C@H](C)NC(=O)N1CCN(CC1)C1=CC(=CC(=C1)NC1=NNC(=C1)C)C (S)-N-(1-(6-(4-fluoro-1H-pyrazol-1-yl)pyridin-3-yl)ethyl)-4-(3-methyl-5-((5-methyl-1H-pyrazol-3-yl)amino)phenyl)piperazine-1-carboxamide